(5-Chloro-6-(2H-1,2,3-triazol-2-yl)pyridin-3-yl)-1-(4-methylisoquinolin-8-yl)-5-(trifluoromethyl)-1H-pyrazole-4-carboxamide ClC=1C=C(C=NC1N1N=CC=N1)C1=NN(C(=C1C(=O)N)C(F)(F)F)C=1C=CC=C2C(=CN=CC12)C